6-[1-[(3S)-1-[(2S)-2,3-dihydroxypropyl]-3-piperidyl]pyrazol-4-yl]-4-ethylsulfanyl-pyrazolo[1,5-a]pyridine-3-carbonitrile O[C@@H](CN1C[C@H](CCC1)N1N=CC(=C1)C=1C=C(C=2N(C1)N=CC2C#N)SCC)CO